CC=1C=C(C=CC1)NC1=C2N=CNC2=NC(=N1)N N6-(3-methylphenyl)-9H-purine-2,6-diamine